CO[Si](CCCCCCCCCCC=C(C(=O)O)C)(OC)OC.C(C(=C)C)(=O)CO[Si](OC)(OC)CCCCCCCCCC methacryloyldecyltrimethoxysilane (10-Trimethoxysilyldecyl-methylprop-2-enoate)